C(C)(C)(C)OC(=O)N1CC=C(CC1)C1=CC(=C(C=C1)C(N(C)C)=O)Cl.N1(CCCCC1)CCC=O 3-(piperidin-1-yl)propanal tert-butyl-4-(3-chloro-4-(dimethylcarbamoyl)phenyl)-5,6-dihydropyridine-1(2H)-carboxylate